2'-(4,6-diphenyl-1,3,5-triazin-2-yl)-4',6'-difluoro-[1,1':3',1''-terphenyl]-5'-carbonitrile C1(=CC=CC=C1)C1=NC(=NC(=N1)C1=CC=CC=C1)C1=C(C(=C(C(=C1C1=CC=CC=C1)F)C#N)F)C1=CC=CC=C1